C(CC=CCCCC)OCCCC(C)=O 5-Oct-3-enyloxy-pentan-2-one